N1-(2-methyl-4-(pyridin-4-ylamino)phenyl)-N4-(pyridin-4-yl)terephthalamide CC1=C(C=CC(=C1)NC1=CC=NC=C1)NC(C1=CC=C(C(=O)NC2=CC=NC=C2)C=C1)=O